dipropyloxy-propane C(CC)OC(C)(C)OCCC